N1C(=NC=C1)C(C(=O)[O-])=C 2-imidazolylacrylate